8-amino-6-(2-amino-6-fluoro-5-(4-(4-isopropylpiperazin-1-yl)phenyl)pyridin-3-yl)-3,4-dihydroisoquinolin-1(2H)-one NC=1C=C(C=C2CCNC(C12)=O)C=1C(=NC(=C(C1)C1=CC=C(C=C1)N1CCN(CC1)C(C)C)F)N